C(CCCCCCC\C=C/C\C=C/CCCCC)C1(CN(C1)O)CCCCCCCC\C=C/C\C=C/CCCCC 3,3-bis((9Z,12Z)-octadeca-9,12-dien-1-yl)azetidin-1-ol